C1(CC1)C[C@@H](C(=O)NC1=CC=C(C=C1)C=1C(=NNC1C)C)NC(=O)C=1N(N=CC1)C N-[(1S)-1-(cyclopropylmethyl)-2-[4-(3,5-dimethyl-1H-pyrazol-4-yl)anilino]-2-oxo-ethyl]-2-methyl-pyrazole-3-carboxamide